1,2-bis(2,2-difluoro-2-nitroacetoxyethane) C(COC(=O)C([N+](=O)[O-])(F)F)OC(=O)C([N+](=O)[O-])(F)F